FC1=C(C=CC(=C1)F)[C@H]1N(CC[C@H](C1)NC)C(=O)N1CC2(CCCC2)[C@@H](CC1)CN1C=NC2=CC=C(C=C2C1=O)F 3-(((R)-7-((2S,4R)-2-(2,4-Difluorophenyl)-4-(methylamino)piperidine-1-carbonyl)-7-azaspiro[4.5]decan-10-yl)methyl)-6-fluoroquinazolin-4(3H)-one